NC1=NOC2=C1C=C(C(=C2C)CNC(=O)C=2C=NN(C2)CC=2N=C1N(C=C(C=C1)C1CC1)C2)C N-((3-amino-5,7-dimethylbenzo[d]isoxazol-6-yl)methyl)-1-((6-cyclopropylimidazo[1,2-a]pyridin-2-yl)methyl)-1H-pyrazole-4-carboxamide